N1=C2C(=CC=C1)C(OCC21CC1)=O 5'H,7'H-spiro[cyclopropane-1,8'-pyrano[4,3-b]pyridin]-5'-one